3-hydroxy-3-(piperidin-2-yl)azetidin-1-yl-methanone OC1(CN(C1)C=O)C1NCCCC1